CN1[C@@H]([C@H](CC1=O)C(=O)NCCOCCOCCN1CCC(CC1)N1N=CC(=C1)C(=O)OCC)C=1C=NC=CC1 ethyl 1-(1-(2-(2-(2-((2S,3S)-1-methyl-5-oxo-2-(pyridin-3-yl) pyrrolidine-3-carboxamido)ethoxy)ethoxy)ethyl) piperidin-4-yl)-1H-pyrazole-4-carboxylate